3-hydroxy-3-methyl-4-oxo-2,3,4,5-tetrahydro-1H-pyrido[2,3-b][1,4]diazepine OC1(CNC2=C(NC1=O)N=CC=C2)C